Cl.FC1=CC=C(C=C1)O 4-fluoro-phenol, hydrochloride